4-[3-[4-(azetidin-3-yloxy)-2,6-dichlorobenzoyl]-2,4-dihydro-1,3-benzoxazin-8-yl]-5-fluoro-2-(3-oxa-8-azabicyclo[3.2.1]octan-8-yl)benzoic acid N1CC(C1)OC1=CC(=C(C(=O)N2COC3=C(C2)C=CC=C3C3=CC(=C(C(=O)O)C=C3F)N3C2COCC3CC2)C(=C1)Cl)Cl